CC1=C(C2=C(N=CN=C2NC2(CC2)C)O1)C(=O)NCC1=NN(N=C1)C 6-methyl-N-[(2-methyl-2H-1,2,3-triazol-4-yl)methyl]-4-[(1-methylcyclopropyl)amino]furo[2,3-d]pyrimidine-5-carboxamide